NC[C@@]1(OC2=C(C1)C(=C(C=C2)Cl)C2=C(C(=O)N)C=CC=C2F)C2=CC=CC=C2 |o1:2| 2-((2S*,4R*)-2-(aminomethyl)-5-chloro-2-phenyl-2,3-dihydrobenzofuran-4-yl)-3-fluorobenzamide